ClC1=CC2=C(NC(=N2)C=2C(=NC=C(C2N2CCC(CC2)NC(OCC2=CC=CC=C2)=O)C2=CC(=CC(=C2)C)F)N2CCNCC2)C=C1 benzyl (1-(3-(5-chloro-1H-benzo[d]imidazol-2-yl)-5-(3-fluoro-5-methylphenyl)-2-(piperazin-1-yl)pyridin-4-yl)piperidin-4-yl)carbamate